C(CCCC)[C@H](C=C)OC(C)=O |r| acetic acid (+-)-1-pentyl-2-propenyl ester